N-({4-amino-1,1-dimethyl-1H,3H-furo[3,4-c]quinolin-7-yl}methyl)-N-(2-methanesulfonylpyridin-3-yl)-6-(trifluoromethyl)pyridine-3-carboxamide NC1=NC=2C=C(C=CC2C2=C1COC2(C)C)CN(C(=O)C=2C=NC(=CC2)C(F)(F)F)C=2C(=NC=CC2)S(=O)(=O)C